2-[(1R,5S)-2,5,6,6-tetramethylcyclohex-2-en-1-yl]acetaldehyde CC=1[C@H](C([C@H](CC1)C)(C)C)CC=O